[Cl-].[Cl-].[Zr+2].COC1=C(C=CC(=C1)OC)C1=NNC(C2=CC=CC=C12)=O.COC1=C(C=CC(=C1)OC)C1=NNC(C2=CC=CC=C12)=O bis[4-(2,4-dimethoxyphenyl)-2,3-naphthyridin-1-one] zirconium dichloride